C(C)(C)(C)OC(=O)N1CCC(=CC1)C1=C2C=NC(=NC2=C(C=C1)C(=O)O)OC 5-(1-(tert-butoxycarbonyl)-1,2,3,6-tetrahydropyridin-4-yl)-2-methoxyquinazoline-8-carboxylic acid